C(C)(C)(C)OC(NC=1C=CC2=C(C=CS2)C1)=O (benzothien-5-yl)-carbamic acid tert-butyl ester